3-[3-Chloro-6-[5-methyl-1-(4-piperidyl)triazol-4-yl]pyrazolo[1,5-a]pyridin-4-yl]oxy-3-(5-fluoro-2-pyridyl)-2,2-dimethyl-propanenitrile 2HCl Cl.Cl.ClC=1C=NN2C1C(=CC(=C2)C=2N=NN(C2C)C2CCNCC2)OC(C(C#N)(C)C)C2=NC=C(C=C2)F